2,4,6-tri(4'-aminophenyl)-1,3,5-triazine NC1=CC=C(C=C1)C1=NC(=NC(=N1)C1=CC=C(C=C1)N)C1=CC=C(C=C1)N